3,8-dihydroxy-6H-isochromeno[4,3-b]pyridin-6-one OC=1C=C2C(=NC1)C=1C=CC(=CC1C(O2)=O)O